6-methoxy-5-(1-methylpyrazol-4-yl)pyridin-2-ylboronic acid COC1=C(C=CC(=N1)B(O)O)C=1C=NN(C1)C